(3S)-3-methyl-1-{2-[1-(pyridin-3-yl)-1H-pyrazol-4-yl]-1,3-thiazole-4-carbonyl}piperazine C[C@H]1CN(CCN1)C(=O)C=1N=C(SC1)C=1C=NN(C1)C=1C=NC=CC1